4-(methoxycarbonyl)-4-(3,4,5-trimethoxyphenyl)cyclopentane COC(=O)C1(CCCC1)C1=CC(=C(C(=C1)OC)OC)OC